C(C)(C)(C)S(=O)\N=C(/C)\C1CN(C1)C(=O)OCC1=CC=CC=C1 benzyl (E)-3-(1-((tert-butylsulfinyl)imino)ethyl)azetidine-1-carboxylate